9-(9H-carbazol-9-yl)-N-phenyl-N-{4-(7-phenylnaphthalen-1-yl)phenyl}dibenzo[b,d]furan-3-amine C1=CC=CC=2C3=CC=CC=C3N(C12)C1=CC=CC2=C1C1=C(O2)C=C(C=C1)N(C1=CC=C(C=C1)C1=CC=CC2=CC=C(C=C12)C1=CC=CC=C1)C1=CC=CC=C1